C(C1=CC=CC=C1)C1=NOC(=N1)CNC(NC1=CC(=CC=C1)OC)=O 3-[(3-benzyl-1,2,4-oxadiazol-5-yl)methyl]-1-(3-methoxyphenyl)-urea